BrC1=C(C=CC=C1)C1(CC(CCC1)=O)C=C 3-(2-bromophenyl)-3-vinylcyclohexan-1-one